C(CCCCCCCCCCCCCCCCC)(=O)N 9Z-octadecanamide